N-(1-cyanocyclopropyl)-8-(1-(cyclopropylsulfonyl)-1,2,3,6-tetrahydropyridin-4-yl)-3-(5-(trifluoromethyl)-1,3,4-thiadiazol-2-yl)imidazo[1,5-a]pyridine-6-sulfonamide C(#N)C1(CC1)NS(=O)(=O)C=1C=C(C=2N(C1)C(=NC2)C=2SC(=NN2)C(F)(F)F)C=2CCN(CC2)S(=O)(=O)C2CC2